FC=1C=CC(NC1)=O 5-fluoropyridin-2(1H)-one